4-((2S,SR)-2,5-Diethyl-4-(4-(trifluoromethyl)phenyl)piperazin-1-yl)-1-methyl-2-oxo-1,2-dihydropyrido[3,2-d]pyrimidin-6-carbonitril C(C)[C@@H]1N(C[C@@H](N(C1)C1=CC=C(C=C1)C(F)(F)F)CC)C=1C2=C(N(C(N1)=O)C)C=CC(=N2)C#N |&1:5|